carbamic t-butyl ester C(C)(C)(C)OC(N)=O